C1(=CCCC1)C1=CC(=C(C=N1)N)F 6-(Cyclopent-1-en-1-yl)-4-fluoropyridin-3-amine